azetidin-3-ylmethyl 2-[[4-[[2-(6-methyl-2-pyridyl)pyrimidin-4-yl]amino]pyrimidin-2-yl]amino]pyridine-4-carboxylate CC1=CC=CC(=N1)C1=NC=CC(=N1)NC1=NC(=NC=C1)NC1=NC=CC(=C1)C(=O)OCC1CNC1